FC1=C(C(=CC=C1F)OC)C1=NC=CC(=N1)NC1=NC=C(C(=C1)N1C[C@H](CCC1)O)C=1C=NN(C1)C1CCOCC1 (S)-1-(2-((2-(2,3-difluoro-6-methoxyphenyl)pyrimidin-4-yl)amino)-5-(1-(tetrahydro-2H-pyran-4-yl)-1H-pyrazol-4-yl)pyridin-4-yl)piperidin-3-ol